2-{[(2-fluorophenyl)amino]methyl}-4,5,6,7-tetrahydro-8H-cyclopenta[d][1,2,4]triazolo[1,5-a]pyrimidin-8-one FC1=C(C=CC=C1)NCC1=NN2C(NC3=C(C2=O)CCC3)=N1